CC1=C(C=CC(=N1)C(=O)NC([2H])([2H])[2H])N1CCN(CC1)CC=1C=NC=2C=C(C(NC2C1)=O)C 6-methyl-N-(methyl-d3)-5-(4-((7-methyl-6-oxo-5H-1,5-naphthyridin-3-yl)methyl)piperazin-1-yl)pyridine-2-carboxamide